ClC1=NC=C(C(=C1)C1=C(C=NC(=C1)C)C(=O)NC=1SC2=C(N1)CN(C2)C(C2=NC(=C(C=C2C)OC(F)F)C)=O)OC 2'-Chloro-N-(5-(5-(difluoro-methoxy)-3,6-dimethyl-picolinoyl)-5,6-dihydro-4H-pyrrolo[3,4-d]thiazol-2-yl)-5'-methoxy-6-methyl-[4,4'-bipyridine]-3-carboxamide